COC=1C=C2CCN(CC2=CC1NC1=NC=C(C(=N1)NCCCN1C(CCCC1)=O)C(F)(F)F)C 1-[3-[[2-[(6-Methoxy-2-methyl-3,4-dihydro-1H-isoquinolin-7-yl)amino]-5-(trifluoromethyl)pyrimidin-4-yl]amino]propyl]piperidin-2-one